perfluorophenyl (E)-3-(4-((bis(2-(butyrylthio)ethoxy)phosphoryl)difluoromethyl)phenyl)acrylate C(CCC)(=O)SCCOP(=O)(OCCSC(CCC)=O)C(C1=CC=C(C=C1)/C=C/C(=O)OC1=C(C(=C(C(=C1F)F)F)F)F)(F)F